3-((2'-Chloro-4,5,5',6'-Tetrahydro-2H-Spiro[Furan-3,8'-Pyrano[3,4-b]Pyridin]-4'-yl)Oxy)-2,2-Dimethylpropanol ClC1=CC(=C2C(=N1)C1(OCC2)COCC1)OCC(CO)(C)C